ClC=1C=C(C=CC1)N[C@@H](C)C(=O)N1[C@@H]2CC([C@H]([C@H]1C(=O)N[C@H](C[C@@H]1C(NCCC1)=O)C#N)CC2)(F)F (1S,3S,4S)-2-((3-chlorophenyl)-L-alanyl)-N-((R)-1-cyano-2-((R)-2-oxopiperidin-3-yl)ethyl)-5,5-difluoro-2-azabicyclo[2.2.2]octane-3-carboxamide